FC(S(=O)(=O)OC=1CCCN(C1)C(=O)OC(C)(C)C)(F)F Tert-butyl 5-(((trifluoromethyl) sulfonyl) oxy)-3,4-dihydropyridine-1(2H)-carboxylate